2-(6-fluoroisoquinolin-8-yl)acetaldehyde FC=1C=C2C=CN=CC2=C(C1)CC=O